2-((2-(1,1-Dimethoxyethyl)benzyl)amino)acetic acid methyl ester COC(CNCC1=C(C=CC=C1)C(C)(OC)OC)=O